S1C2=C(C=C1)C(=CC=C2)N2CCN(CC2)CCCCOC2=CC=C1C(CC(N(C1=C2)COC(CCCCCCCCCCCCCCCCCCCCCC)=O)=O)(C)C Tricosanoic acid 7-[4-(4-benzo[b]thiophen-4-ylpiperazin-1-yl)butoxy]-4,4-dimethyl-2-oxo-3,4-dihydro-2H-quinolin-1-ylmethyl ester